FC(C(=O)O)(F)F.CC(CC1=CC=C(C=C1)C1CNC1)(C)C 3-[4-(2,2-dimethylpropyl)phenyl]azetidine, trifluoroacetate salt